C(C)(C)(C)OC(=O)N1C(CCCC1)CN1N=CC(=C1)C1=NC2=CC(=C(C=C2N=C1)C)O ((4-(7-hydroxy-6-methylquinoxalin-2-yl)-1H-pyrazol-1-yl)methyl)piperidine-1-carboxylic acid tert-butyl ester